O1C2=C(OCC1C=1NC[C@H](N1)[2H])C=CC=C2 (4R)-2-(2,3-dihydrobenzo[b][1,4]dioxin-2-yl)-4,5-dihydro-1H-imidazole-4-d